[Ir+3].CC1=[NH+]C=2C=CC3=CC(=CC=C3C2C=N1)C 2,7-dimethyl-diazaphenanthrenium iridium(III)